FC1=CC(=C(C(=O)NC=2C=CC=C3C=CC=NC23)C=C1)C=C 4-fluoro-N-(quinolin-8-yl)-2-vinylbenzamide